(S)-1-[2-(Benzo[d]isoxazol-3-yl)phenyl]-2-(5-methylpyridine-2-yl)ethan-1-amine O1N=C(C2=C1C=CC=C2)C2=C(C=CC=C2)[C@H](CC2=NC=C(C=C2)C)N